N1C(=NC2=C1C=CC=C2)CN (1H-benzo[d]imidazole-2-yl)methanamine